5-(2,6-diazaspiro[3.3]heptan-2-ylmethyl)-3-(trifluoromethyl)isothiazole C1N(CC12CNC2)CC2=CC(=NS2)C(F)(F)F